C(C)(C)(C)NS(=O)(=O)C=1C=C(C=CC1)NC(C1=C(C=C(C=C1)C=1C=NN(C1)C)N1CCC2(CC2)CC1)=O N-(3-(N-(tert-butyl)sulfamoyl)phenyl)-4-(1-methyl-1H-pyrazol-4-yl)-2-(6-azaspiro[2.5]octan-6-yl)benzamide